2-chloro-4-[[4-[1-methyl-4-(trifluoromethyl)imidazol-2-yl]phenyl]methylsulfanyl]pyrimidine ClC1=NC=CC(=N1)SCC1=CC=C(C=C1)C=1N(C=C(N1)C(F)(F)F)C